C1(=CC=CC=C1)NCCC[Si](OCC)(OCC)OCC N-phenylaminopropyltriethoxysilane